C(#C)C=1C=NC2=C(C=C(C=C2C1)OC(C(=O)NCCC)SC)C 2-[(3-ethynyl-8-methyl-6-quinolinyl)oxy]-2-methylthio-N-propyl-acetamide